2-chloromethyl-5-(4-fluorophenyl)thiophene ClCC=1SC(=CC1)C1=CC=C(C=C1)F